FC1(CCC(CC1)O)F 4,4-Difluorocyclohexanol